ClC=1C(=C(C=CC1)NC(=S)C=1C(CCN(C1O)C(=O)OCCCC)=O)OC(F)F butyl 5-{[3-chloro-2-(difluoromethoxy)phenyl]carbamothioyl}-6-hydroxy-4-oxo-3,4-dihydropyridine-1(2H)-carboxylate